BrC=1C=NN2C1N=C(N=C2NCC2=NC1=C(N2)CCCC1)SC 8-bromo-2-(methylsulfanyl)-N-[(4,5,6,7-tetrahydro-1H-benzimidazol-2-yl)methyl]pyrazolo[1,5-a][1,3,5]triazin-4-amine